C(C(C)C)C1=CC=C(C=C1)C(C(=O)NCCNC(C1=CN=CC=C1)=O)C N-(2-(2-(4-isobutylphenyl)propionylamino)ethyl)nicotinamide